COC(CCS(=O)(=O)C1=C2C=C(N=C(C2=CC=C1)OC)C)=O.N1(N=CN=C1)C1=CC=C(C=C1)CC 1-[4-(1H-1,2,4-triazole-1-yl)phenyl]ethane methyl-3-((1-methoxy-3-methylisoquinolin-5-yl)sulfonyl)propanoate